CN1CC=NC=C1 1-methyl-1H-pyrazin